CC1N(C(CN(C1)CC1CCNCC1)C)C=1C=C2C(N(C(C2=CC1F)=O)C1C(NC(CC1)=O)=O)=O 5-(2,6-dimethyl-4-(piperidin-4-ylmethyl)piperazin-1-yl)-2-(2,6-dioxopiperidin-3-yl)-6-fluoroisoindoline-1,3-dione